8-(5-chloro-3-fluoropyridin-2-yl)-5-(4-fluorobenzyl)-2-oxa-5,8-diazaspiro[3.5]nonane-6,9-dione ClC=1C=C(C(=NC1)N1CC(N(C2(COC2)C1=O)CC1=CC=C(C=C1)F)=O)F